BrCC1=CC=C(C=C1)[Si](O)(C(C)(C)C)C(C)(C)C (4-(bromomethyl)phenyl)di-tert-butylsilanol